CC(C(C)C)NC(CC1CCN(CC1)C(=O)[C@H](CC(C)C)N1C([C@@H](NCC1)CC(C)C)=O)=O (S)-1-[(S)-1-({4-[2-(1,2-Dimethyl-propylamino)-2-oxoethyl]-1-piperidyl}carbonyl)-3-methylbutyl]-3-isobutyl-2-piperazinone